methyl 6-(6-azaspiro[2.5]octan-6-yl)pyrrolo[1,2-f]pteridine-3-carboxylate C1CC12CCN(CC2)C=2C=1N(C=3C=NC(=NC3N2)C(=O)OC)C=CC1